C12(CC3CC(CC(C1)C3)C2)C=2N(C3=CC=CC=C3C2P(C2=CC=CC=C2)C2=CC=CC=C2)C 2-(1-adamantyl)-3-(diphenylphosphino)-1-methyl-1H-indole